NC=1C=C(C(=O)O)C=CC1C(NC=1SC(=C(N1)C)[N+](=O)[O-])=O 3-amino-4-((4-methyl-5-nitrothiazol-2-yl)carbamoyl)benzoic acid